CN1C(C=CC2=CC=CC=C12)C 1,2-dimethylquinoline